(4-(((3R,4R)-1-(2-cyanoacetyl)-4-methylpiperidin-3-yl)(methyl)amino)-7H-pyrrolo[2,3-d]pyrimidine-7-carbonyl)-L-lysine methyl ester COC([C@@H](NC(=O)N1C=CC2=C1N=CN=C2N(C)[C@H]2CN(CC[C@H]2C)C(CC#N)=O)CCCCN)=O